1-(3-methylphenyl)-3-{3-[2-oxo-2-(piperidin-1-yl)ethoxy]-4-phenoxyphenyl}-1,3,5-triazinane-2,4,6-trione CC=1C=C(C=CC1)N1C(N(C(NC1=O)=O)C1=CC(=C(C=C1)OC1=CC=CC=C1)OCC(N1CCCCC1)=O)=O